(R)-4-(4,7-bis(1H-pyrazol-5-yl)imidazo[1,5-b]pyridazin-2-yl)-3-methylmorpholine N1N=CC=C1C=1C=2N(N=C(C1)N1[C@@H](COCC1)C)C(=NC2)C2=CC=NN2